C(C)(C)N1N=CC(=C1)C1=CN=CS1 5-(1-isopropylpyrazol-4-yl)-1,3-thiazol